ClC=1C(=CC(=NC1)NC([C@H](C)C1=CC(=NC=C1)C#N)=O)C1=C2N(N=C1)CC(C2)(C)C (R)-N-(5-chloro-4-(5,5-dimethyl-5,6-dihydro-4H-pyrrolo[1,2-b]pyrazol-3-yl)pyridin-2-yl)-2-(2-cyanopyridin-4-yl)propionamide